tert-Butyl N-(14-{[1,3-bis(2-{[2-(2-azidoethoxy)ethyl]carbamoyl}ethoxy)propan-2-yl]carbamoyl}-3,6,9,12-tetraoxatetradecan-1-yl)carbamate N(=[N+]=[N-])CCOCCNC(=O)CCOCC(COCCC(NCCOCCN=[N+]=[N-])=O)NC(=O)CCOCCOCCOCCOCCNC(OC(C)(C)C)=O